FC(C1=NC2=CC=CC=C2C=C1)F 2-(difluoromethyl)quinolin